CN1N=C(C2=CC=C(C=C12)C1CCN(CC1)CC1=CC(=NC=C1)S(=O)(=O)N1CCC(CC1)NC1=NC=C(C=N1)C(F)(F)F)N1C(NC(CC1)=O)=O 1-(1-methyl-6-(1-((2-((4-((5-(trifluoromethyl)pyrimidin-2-yl)amino)piperidin-1-yl)sulfonyl)pyridin-4-yl)methyl)piperidin-4-yl)-1H-indazol-3-yl)dihydropyrimidine-2,4(1H,3H)-dione